OCC1CCN(CC1)C=1C=C2C=NN(C(C2=CC1)=O)C1C(NC(CC1)=O)=O 3-(6-(4-(hydroxymethyl)piperidin-1-yl)-1-oxophthalazin-2(1H)-yl)piperidine-2,6-dione